C(#C)C=1SC2=C(N1)C=CC(=C2)OC 2-ethynyl-6-methoxy-1,3-benzothiazole